(R)-2-((R)-2-amino-3-phenylpropionamido)-4-methylpentanamide Tritrifluoroacetate FC(C(=O)O)(F)F.FC(C(=O)O)(F)F.FC(C(=O)O)(F)F.N[C@@H](C(=O)N[C@@H](C(=O)N)CC(C)C)CC1=CC=CC=C1